CC(C)(C)[Si](OC[C@@]1([C@H]([C@H]([C@@H](OC(C)=O)O1)OC(C)=O)OCC1=CC=CC=C1)CCOS(=O)(=O)C1=CC=C(C=C1)C)(C1=CC=CC=C1)C1=CC=CC=C1 5-O-[(1,1-dimethylethyl)diphenylsilyl]-4-C-{[(4-methylphenyl)sulfonyl]oxy}ethyl-3-O-benzyl-1,2-di-O-acetyl-α-D-ribofuranose